OC(COCCOC1=CC=CC(=N1)NC=1C=C2C(=CN=C(C2=CN1)NC)C=1OC2=C(N1)C=C(C=C2)O)C 2-[6-[[6-[2-(2-hydroxypropoxy)ethoxy]-2-pyridyl]amino]-1-(methylamino)-2,7-naphthyridin-4-yl]-1,3-benzoxazol-5-ol